NC=1C2=C(N=CN1)N(C(=C2C=2C=NC=CC2)C2=CCC1(CCN(CC1)C(C=C)=O)CC2)C 1-(9-(4-amino-7-methyl-5-(pyridin-3-yl)-7H-pyrrolo[2,3-d]pyrimidin-6-yl)-3-azaspiro[5.5]undec-8-en-3-yl)prop-2-en-1-one